CCC(CCC)O (E) and (Z)-3-hexanol